C(#N)C=1C=C(CN2N=C(C=C2)C2=C(C=NC(=C2)C2=CC=C(C=C2)F)CNC(C=C)=O)C=CC1 N-((4-(1-(3-cyanobenzyl)-1H-pyrazol-3-yl)-6-(4-fluorophenyl)pyridin-3-yl)methyl)acrylamide